C1(CC1)[C@@H](\C=C\[S@](=O)(=N)C)NC(=O)C=1C(=NC(=NC1)C(C)(F)F)OC1=CC=CC=C1 |o1:3,6| N-((S or R,E)-1-cyclopropyl-3-((S or R)-S-methylsulfonimidoyl)allyl)-2-(1,1-difluoroethyl)-4-phenoxypyrimidine-5-carboxamide